C(C)OC(=O)C1=C(NC(=C(C1C)C(=O)OCC)C)C 3,5-diethoxycarbonyl-1,4-dihydro-2,4,6-trimethylpyridine